O=C1NC(=C(C=C1C(=O)N)C1=CC=C(C=C1)OCC=1C=NC=C(C1)NCCC)C(F)(F)F 2-oxo-5-(4-((5-(propylamino)pyridin-3-yl)methoxy)phenyl)-6-(trifluoromethyl)-1,2-dihydropyridine-3-carboxamide